NC1=C2C(=NC=N1)N(N=C2)C2CCN(CC2)C2CNC2 4-amino-1-(1-(azetidin-3-yl)piperidin-4-yl)-1H-pyrazolo[3,4-d]pyrimidin